CSC1=NC=C(C(=N1)C1=CN(C=C1)S(=O)(=O)C1=CC=CC=C1)C(F)(F)F 3-(2-(Methylthio)-5-(trifluoromethyl)pyrimidin-4-yl)-1-(benzenesulfonyl)-1H-pyrrole